C(C)(C)(C)OC(=O)N1CC=C(CC1)C1=NC(=C(C=C1)C(N)=O)C1=CC=C(C=C1)OC1=CC=CC=C1 tert-butyl-4-(5-carbamoyl-6-(4-phenoxyphenyl)pyridin-2-yl)-5,6-dihydropyridine-1(2H)-carboxylate